2-({2-[(4-chloro-2-fluorophenyl)methoxy]-3-(trifluoromethyl)-5,6,7,8-tetrahydro-1,7-naphthyridin-7-yl}methyl)-1-[(1-methoxycyclobutyl)methyl]-1H-1,3-benzodiazole-6-carboxylic acid ClC1=CC(=C(C=C1)COC1=NC=2CN(CCC2C=C1C(F)(F)F)CC1=NC2=C(N1CC1(CCC1)OC)C=C(C=C2)C(=O)O)F